OC1=CC=C(C=C1)CC(=O)OC1=C(C(=C(C(=C1F)F)F)F)F perfluorophenyl 2-(4-hydroxyphenyl)acetate